CN1C=NC2=C1C=CC(=C2)C2=NC(=NC=C2)NC2=CC=C(C=C2)N2CCOCC2 4-(1-methyl-1H-benzo[d]imidazol-5-yl)-N-(4-morpholinylphenyl)pyrimidin-2-amine